COC=1C=C(C=CC1C(=O)OC)N1CCN(CC1)C(=O)OC(C)(C)C tert-Butyl 4-(3-methoxy-4-methoxycarbonyl-phenyl)piperazine-1-carboxylate